ClC1=CC=C(C=C1)C=1C=C(C=NC1)C(=O)NC1=C(C=CC(=C1)C(N[C@@H]1[C@H](CCCC1)O)=O)C 5-(4-chlorophenyl)-N-(5-{[(1S,2S)-2-hydroxycyclohexyl]carbamoyl}-2-methylphenyl)pyridine-3-carboxamide